CC=1C=NC=2N(C1)N=CC2NC(=O)C2=CC1=CNN=C1C=C2 N-(6-methylpyrazolo[1,5-a]Pyrimidin-3-yl)-2H-indazole-5-carboxamide